6-chloro-N-{3-[2-(4-chloro-3-fluorophenoxy)acetamido]bicyclo[1.1.1]pent-1-yl}-4-(oxacyclohexane-4-carbonyl)-3,4-dihydro-2H-1,4-benzoxazine-2-carboxamide ClC=1C=CC2=C(N(CC(O2)C(=O)NC23CC(C2)(C3)NC(COC3=CC(=C(C=C3)Cl)F)=O)C(=O)C3CCOCC3)C1